(3,3-dimethylbutyl)-7-oxo-4,5,6,7-tetrahydro-1H-indazole-3-carboxylate CC(CCOC(=O)C1=NNC=2C(CCCC12)=O)(C)C